C(C=C)N(C(O)=O)CC(C)O.C1N(CCC2=CC=CC=C12)CC1N(CCC(C1)O)C1=C(C=C(C=C1)C=O)NC1COC1 4-(((3,4-dihydroisoquinolin-2(1H)-yl)methyl)-4-hydroxypiperidin-1-yl)(3-(oxetan-3-ylamino)phenyl)methanone allyl-(2-hydroxypropyl)carbamate